O[C@H]1C[C@H]2C[C@@H]([C@H]3[C@@H]4CC[C@H]([C@@H](CCC(=O)[O-])C)[C@]4(CC[C@@H]3[C@]2(CC1)C)C)N1N=NC(=C1)C1=CC=CC=C1 3a-hydroxy-7b-(4-phenyl-1,2,3-triazol-1-yl)-5b-cholanoate